O1C=CSN=CC=C1 [1,4,5]oxathiazocine